C1(=CC=C(C=C1)C=1C=CC=C2C=CC=NC12)C1=CC=CC=C1 8-([1,1'-biphenyl]-4-yl)quinolin